Cl.N[C@H](C(=O)OC)CCC(CCBr)OCC1=CC=CC=C1 (2S)-Methyl 2-amino-5-(benzyloxy)-7-bromoheptanoate HCl salt